tertbutyl 6-bromo-4-chloro-5',6'-dihydro-[2,3'-bipyridine]-1'(2'H)-carboxylate BrC1=CC(=CC(=N1)C=1CN(CCC1)C(=O)OC(C)(C)C)Cl